NC1=NC=CC=C1S(=O)(=O)NC(=O)C=1C(=NC(=CC1)N1N=C(C=C1C)OCC(C)C)N1C(C[C@@H](C1)C)(C)C N-[(2-Amino-3-pyridyl)sulfonyl]-6-(3-isobutoxy-5-methyl-pyrazol-1-yl)-2-[(4S)-2,2,4-trimethylpyrrolidin-1-yl]pyridin-3-carboxamid